C(C)OC(=O)C1=C(N=C(S1)C1=CC2=C(S1)C(=CC(=C2)C)C#N)C 2-(7-cyano-5-methylbenzo[b]thiophen-2-yl)-4-methylthiazole-5-carboxylic acid ethyl ester